N1CCOCC1=O morphol-5-one